dodecylsulfonate, tetraoctylammonium salt C(CCCCCCC)[N+](CCCCCCCC)(CCCCCCCC)CCCCCCCC.C(CCCCCCCCCCC)S(=O)(=O)[O-]